C(=O)=C1C=CSC1 4-carbonyl-thiophene